C1(CC1)C1=C(C(=NO1)C1=C(C=CC=C1)OC(F)(F)F)COC1C[C@H]2CC[C@@H](C1)N2C2=CC=C(C=N2)C2=CC(NO2)=O 5-(6-((1R,3R,5S)-3-((5-cyclopropyl-3-(2-(trifluoromethoxy)phenyl)isoxazol-4-yl)methoxy)-8-azabicyclo[3.2.1]octan-8-yl)pyridin-3-yl)isoxazol-3(2H)-one